FC1=CC=C(C=C1)C1=CC(=NO1)CNC(=O)C1=C(OC=2N=CN=C(C21)NC2(CC2)C)C N-{[5-(4-fluorophenyl)-1,2-oxazol-3-yl]methyl}-6-methyl-4-[(1-methylcyclopropyl)amino]furo[2,3-d]pyrimidine-5-carboxamide